tert-butyl (6-chloro-3-isopropylimidazo[1,2-b]pyridazin-8-yl)(2-(difluoromethoxy)benzyl)carbamate ClC=1C=C(C=2N(N1)C(=CN2)C(C)C)N(C(OC(C)(C)C)=O)CC2=C(C=CC=C2)OC(F)F